C1(=CC(=CC=C1)C1=NC=NC=C1F)C1=CC=CC=C1 4-([1,1'-biphenyl]-3-yl)-5-fluoropyrimidin